O1C(CCCC1)N1N=CC2=CC(=CC=C12)\C(=C(/CC)\B1OC(C(O1)(C)C)(C)C)\C1=CC=C(OCCNC(OC(C)(C)C)=O)C=C1 (Z)-tert-butyl (2-(4-(1-(1-(tetrahydro-2H-pyran-2-yl)-1H-indazol-5-yl)-2-(4,4,5,5-tetramethyl-1,3,2-dioxaborolan-2-yl)but-1-en-1-yl)phenoxy)ethyl)carbamate